trans-4-aminocyclohexanemethanol N[C@@H]1CC[C@H](CC1)CO